FC(CCSC1=NC=CC=N1)=C(F)F 2-[(3,4,4-trifluoro-3-butenyl)thio]pyrimidine